ClC1=CC2=C(N=CN=C2NC2=C(C=C(C(=C2)F)OC2=CC3=C(N(N=N3)C)C=C2)F)C=N1 6-chloro-N-{2,5-difluoro-4-[(1-methyl-1,2,3-benzotriazol-5-yl)oxy]phenyl}pyrido[3,4-d]pyrimidin-4-amine